4-(1-(2-Chloro-4-(1-methyl-1H-1,2,4-triazol-5-yl)phenyl)-1H-imidazol-4-yl)N-(1-(methylsulfonyl)piperidin-4-yl)-5-(trifluoromethyl)pyrimidin-2-amine ClC1=C(C=CC(=C1)C1=NC=NN1C)N1C=NC(=C1)C1=NC(=NC=C1C(F)(F)F)NC1CCN(CC1)S(=O)(=O)C